C1(CC1)CS(=O)(=O)C=1C=C2CN(C(C2=CC1)O)C(=O)OC(C)(C)C tert-Butyl 5-((cyclopropylmethyl)sulfonyl)-1-hydroxyisoindoline-2-carboxylate